(S,E)-N7-(1-((7-((2,4-Difluorobenzyl)oxy)benzo[d]thiazol-2-yl)methyl)-2-oxo-1,2-dihydropyridin-3-yl)-6-(2-fluorobenzamido)-N1,N1-dimethylhept-2-endiamid FC1=C(COC2=CC=CC=3N=C(SC32)CN3C(C(=CC=C3)NC([C@H](CC/C=C/C(=O)N(C)C)NC(C3=C(C=CC=C3)F)=O)=O)=O)C=CC(=C1)F